Tert-butyl (S)-2-(4-(3,3,3-trifluoro-2,2-dimethylpropyl)piperazin-1-carbonyl)pyrrolidin-1-carboxylate FC(C(CN1CCN(CC1)C(=O)[C@H]1N(CCC1)C(=O)OC(C)(C)C)(C)C)(F)F